(R)-tert-butyl((6-((1-(3-(5-formylthiophen-2-yl)phenyl)ethyl)carbamoyl)-5-methyl-1H-benzo[d]imidazol-2-yl)methyl) carbamate C(N)(O[C@@H](C1=NC2=C(N1)C=C(C(=C2)C)C(NC(C)C2=CC(=CC=C2)C=2SC(=CC2)C=O)=O)C(C)(C)C)=O